[C@H]12CNC[C@H](CC1)N2C2=NC(=NC1=C(C(=C(C=C21)F)C2=CC=CC1=CC=CC(=C21)C#C)F)OC[C@]21CCCN1C[C@@H](C2)F 4-((1R,5S)-3,8-Diazabicyclo[3.2.1]octan-8-yl)-7-(8-ethynylnaphthalen-1-yl)-6,8-difluoro-2-(((2R,7aS)-2-fluorotetrahydro-1H-pyrrolizin-7a(5H)-yl)methoxy)quinazoline